[N+](=O)(O)[O-].N=1C(CN=C2C=CC=CC12)=O quinoxalin-2(3H)-one nitrate